ClC=1C=2N(C=CC1SC1=NC=C(N=C1)Cl)C(=CN2)[N+](=O)[O-] 8-chloro-7-((5-chloropyrazin-2-yl)thio)-3-nitroimidazo[1,2-a]pyridine